ClC1=C(C=CC(=C1F)Cl)NC1=NC=NC2=CC(=C(C=C12)OC1CC(C1)NC(C=C)=O)OC N-(3-((4-((2,4-dichloro-3-fluorophenyl)amino)-7-methoxyquinazolin-6-yl)oxy)cyclobutyl)acrylamide